BrC1=CC=C(C=C1)[C@H]1[C@@H]2CN[C@H](C1)C2 |r| rac-(1R,4R,5R)-5-(4-bromophenyl)-2-azabicyclo[2.2.1]Heptane